1-(5-tert-butyl-2H-pyrazol-3-yl)-3-{4-[5-(3-dibutylaminopropoxy)-benzoimidazol-1-yl]-phenyl}-urea C(C)(C)(C)C=1C=C(NN1)NC(=O)NC1=CC=C(C=C1)N1C=NC2=C1C=CC(=C2)OCCCN(CCCC)CCCC